(7-(2-(4-(6-fluorobenzo[b]thiophen-4-yl)piperazin-1-yl)ethyl)-2-oxo-3,4-dihydroquinolin-1(2H)-yl)methyl piperidine-1-carboxylate N1(CCCCC1)C(=O)OCN1C(CCC2=CC=C(C=C12)CCN1CCN(CC1)C1=CC(=CC=2SC=CC21)F)=O